tert-butyl N-[3-(6-bromo-3-chloro-2-nitro-anilino)propyl]-N-methyl-carbamate BrC1=CC=C(C(=C1NCCCN(C(OC(C)(C)C)=O)C)[N+](=O)[O-])Cl